ethyl 2-methyl-3-oxo-8-phenyl-1,2,3,4-tetrahydroquinoxaline-6-carboxylate CC1NC2=C(C=C(C=C2NC1=O)C(=O)OCC)C1=CC=CC=C1